2-phosphono-1,2,4-tricarboxybutane P(=O)(O)(O)C(CC(=O)O)(CCC(=O)O)C(=O)O